3-(2-((4-(3-(6-(4-amino-4-methylpiperidin-1-yl)-1H-pyrazolo[3,4-b]pyrazin-3-yl)-2-chlorophenyl)piperazin-1-yl)methyl)phenyl)piperidine-2,6-dione NC1(CCN(CC1)C1=CN=C2C(=N1)NN=C2C=2C(=C(C=CC2)N2CCN(CC2)CC2=C(C=CC=C2)C2C(NC(CC2)=O)=O)Cl)C